C=1CC(C2=CC=CC=CC12)=O Azulene-3-one